(2S)-8-chloro-2-methyl-4H-1,4-benzoxazin-3-one ClC1=CC=CC=2NC([C@@H](OC21)C)=O